ω-aminododecanoic acid C(CCCCCC(=O)O)CCCCCN